4-[[5-(1,5-Dimethylpyrazol-3-yl)-4-methyl-1,2,4-triazol-3-yl]sulfanyl]-3,5-difluorobenzol CN1N=C(C=C1C)C=1N(C(=NN1)SC1=C(C=CC=C1F)F)C